2-[(2S)-1,4-dioxan-2-ylmethyl]-N-[(5-methylpyrazin-2-yl)methyl]-8-(trifluoromethyl)-4,5-dihydro-2H-furo[2,3-g]indazole-7-carboxamide O1[C@H](COCC1)CN1N=C2C3=C(CCC2=C1)OC(=C3C(F)(F)F)C(=O)NCC3=NC=C(N=C3)C